trans-(2R,5S)-1-[2-(3-chlorophenyl)ethyl]-5-[(4-methylsulfonylphenoxy)methyl]-2-methylpiperazine ClC=1C=C(C=CC1)CCN1[C@@H](CN[C@@H](C1)COC1=CC=C(C=C1)S(=O)(=O)C)C